3-methoxypropyl-trimethoxysilane COCCC[Si](OC)(OC)OC